O1CCNCCC1 [1,4]oxazepan